2-(4-(3-Chloro-4-(2-chloro-3-(5-((((1s,4s)-4-hydroxycyclohexyl)amino)-methyl)-6-methoxypyridin-2-yl)phenyl)pyridin-2-yl)-2-methoxybenzyl)-2,6-diazaspiro[3.4]octan-7-one ClC=1C(=NC=CC1C1=C(C(=CC=C1)C1=NC(=C(C=C1)CNC1CCC(CC1)O)OC)Cl)C1=CC(=C(CN2CC3(C2)CNC(C3)=O)C=C1)OC